CC=1C2=C3C=CC1C(C1=CC=C4CCN(C(C5=CC=C(CCCCCN3N=N2)C=C5)=O)CC4=C1)C(C(=O)O)C 2-[32-Methyl-20-oxo-8,9,10,21-tetraazahexacyclo[19.5.3.216,19.13,7.06,10.024,28]dotriaconta-1(26),3(32),4,6,8,16,18,24,27,30-decaen-2-yl]propanoic acid